COC(=O)C=1C=NC(=NC1)C1(CC1)N(C(=O)C=1C=NN2C1CN(CC2)C(=O)OC(C)(C)C)C Tert-butyl 3-((1-(5-(methoxycarbonyl)pyrimidin-2-yl)cyclopropyl)(methyl)carbamoyl)-6,7-dihydropyrazolo[1,5-a]pyrazine-5(4H)-carboxylate